C(CCC)C1(CS(C2=C(N(C1)C1=CC=C(C=C1)OC)C=C(C(=C2)O)SC)(=O)=O)CCCC 3,3-Dibutyl-8-hydroxy-5-(4-methoxyphenyl)-7-(methylsulfanyl)-2,3,4,5-tetrahydro-1,5-benzothiazepine 1,1-dioxide